2-butoxy-7-(4-((4-methoxypiperidin-1-yl)methyl)benzyl)-5H-pyrrolo[3,2-d]pyrimidin-4-amine C(CCC)OC=1N=C(C2=C(N1)C(=CN2)CC2=CC=C(C=C2)CN2CCC(CC2)OC)N